CC1=CC=C(C=2C=NNC12)B(O)O 7-METHYL-1H-INDAZOLE-4-BORONIC ACID